(S)-N-((S)-1-cyano-2-(4-(3-(cyclopropylmethyl)-2-oxo-2,3-dihydrobenzo[d]oxazol-5-yl)phenyl)ethyl)-1,4-oxazolidine-2-carboxamide C(#N)[C@H](CC1=CC=C(C=C1)C=1C=CC2=C(N(C(O2)=O)CC2CC2)C1)NC(=O)[C@H]1OCNC1